N-[(3-ethoxy-2-methoxy-phenyl)methyl]-1-[2-(1-piperidinyl)-4-pyridinyl]methylamine C(C)OC=1C(=C(C=CC1)CNCC1=CC(=NC=C1)N1CCCCC1)OC